1-(5-Bromo-2-nitrophenoxy)cyclopropane-1-carboxylic acid ethyl ester C(C)OC(=O)C1(CC1)OC1=C(C=CC(=C1)Br)[N+](=O)[O-]